1-(2,2-difluoroethyl)-5-(trifluoromethyl)-1H-1,3-benzodiazol FC(CN1C=NC2=C1C=CC(=C2)C(F)(F)F)F